BrCCOC1=CC=C(C=C1)C=CC(C=CC1=CC(=CC=C1)[N+](=O)[O-])=O 1-(4-(2-bromoethoxy)phenyl)-5-(3-nitrophenyl)-1,4-pentadien-3-one